2-(4-tert-Butylphenyl)-1H-benzo[d]imidazol-5-amine C(C)(C)(C)C1=CC=C(C=C1)C1=NC2=C(N1)C=CC(=C2)N